C(C)N1C(=CC2=CC(=CC=C12)CNC)C#CCNC1=CC=C(C=C1)C(F)(F)F N-(3-{1-ethyl-5-[(methylamino)methyl]-1H-indol-2-yl}prop-2-yn-1-yl)-4-(trifluoromethyl)aniline